C1(=CC=CC=C1)OP(OC1=CC=CC=C1)(=O)CCSC1=NON=C1C(NC1=CC(=C(C=C1)F)Br)=NO.COCCN1C=[N+](C=C1)CCOC 1,3-bis(2-methoxyethyl)imidazolium diphenyl-[2-({4-[N-(3-bromo-4-fluorophenyl)-N'-hydroxycarbamimidoyl]-1,2,5-oxadiazol-3-yl}sulfanyl)ethyl]phosphonate